p-Nitrobenzyl-6-(1-hydroxyethyl)-1-azabicyclo(3.2.0)heptane-3,7-dione-2-carboxylate C[C@H]([C@@H]1[C@H]2CC(=O)C(N2C1=O)C(=O)OCC3=CC=C(C=C3)[N+](=O)[O-])O